ethyl 1-(3-((1R,5S)-2-oxo-3-azabicyclo[3.1.0]hexan-3-yl)-6,7-dihydro-5H-cyclopenta[c]pyridin-7-yl)-1H-1,2,3-triazole-4-carboxylate O=C1[C@@H]2C[C@@H]2CN1C1=CC2=C(C=N1)C(CC2)N2N=NC(=C2)C(=O)OCC